(S)-2-amino-3-(4-(4-((R)-1-(4-chloro-2-(3,6-dihydro-2H-pyran-4-yl)phenyl)-2,2,2-trifluoroethoxy)thieno[3,2-d]pyrimidine-7-yl)phenyl)propionic acid hydrochloride Cl.N[C@H](C(=O)O)CC1=CC=C(C=C1)C1=CSC2=C1N=CN=C2O[C@@H](C(F)(F)F)C2=C(C=C(C=C2)Cl)C=2CCOCC2